[Ce].C1(=CCCCC1)C#C[Si](C)(C)C (1-cyclohexen-1-ylethynyl)(trimethyl)silane cerium